methyl N-[5-[6-[methyl-[3-(trifluoromethyl)phenyl]carbamoyl]imidazo[1,2-a]pyridin-3-yl]-2-pyridyl]carbamate CN(C(=O)C=1C=CC=2N(C1)C(=CN2)C=2C=CC(=NC2)NC(OC)=O)C2=CC(=CC=C2)C(F)(F)F